3a,4,5,6,7,7a-hexahydro-1H-indene-3,7-dicarboxylic acid C1C=C(C2CCCC(C12)C(=O)O)C(=O)O